3-(methacryloyloxy)propaneOne C(C(=C)C)(=O)OCC(C)=O